[Si].[Ni].[Cu].[Be] beryllium copper nickel silicon